FC(F)(F)N(C(F)(F)F)C(C1(OCCO1)C(F)(F)F)F 1,1,1-trifluoro-N-[fluoro-[2-(trifluoromethyl)-1,3-dioxolan-2-yl]methyl]-N-(trifluoromethyl)methylamine